COC1=C2C(=NNC2=CC=C1)\C=C\[N+](=O)[O-] (E)-4-methoxy-3-(2-nitrovinyl)-1H-indazole